FC=1C=C(C=C(C1)C(F)(F)F)C1=C2C=CN(C2=C(C=C1)C(=O)NC1(CC1)C1=CC=C(C(=O)O)C=C1)CC1=CC=C(C=C1)C(F)(F)F 4-(1-(4-(3-Fluoro-5-(trifluoromethyl)phenyl)-1-(4-(trifluoromethyl)benzyl)-1H-indol-7-amido)cyclopropyl)benzoic acid